1-Methyl-1-[5-(trimethylammonio)pentyl]pyrrolidinium C[N+]1(CCCC1)CCCCC[N+](C)(C)C